C(C)N(C(=O)[C@H]1CN([C@@H]2CC=3C4=C(C2=C1)C=CC=C4NC3)CCC3=CC(=CC=C3)OC)CC (6aR,9R)-N,N-diethyl-7-(3-methoxyphenethyl)-4,6,6a,7,8,9-hexahydroindolo[4,3-fg]quinoline-9-carboxamide